(2R,3S)-Methyl 3-methyl-1,2,3,4-tetrahydroquinoline-2-carboxylate C[C@@H]1[C@@H](NC2=CC=CC=C2C1)C(=O)OC